COC1=CC=C(CN2C(=CC=3C2=NC=C(C3)S(=O)(=O)C)C)C=C1 1-(4-methoxybenzyl)-2-methyl-5-(methylsulfonyl)-1H-pyrrolo[2,3-b]pyridine